FC1=C(C(=CC=C1)OC)C1=CC=CC(=N1)N 6-(2-fluoro-6-methoxyphenyl)pyridin-2-amine